CC1CCC(CC1)NC(=O)C1CCN(CC1)C(=O)C1=NNC(=C1)C1=CC(=NC=C1)C(F)(F)F N-(4-methylcyclohexyl)-1-{5-[2-(trifluoromethyl)pyridin-4-yl]-1H-pyrazole-3-carbonyl}piperidine-4-carboxamide